FC(C(=O)O)(F)F.NCCCCCC(=O)NCC1=C2C(N(C(C2=CC=C1)=O)C1C(NC(CC1)=O)=O)=O 6-amino-N-((2-(2,6-dioxopiperidin-3-yl)-1,3-dioxoisoindolin-4-yl)methyl)hexanamide trifluoroacetate